(2-fluoroethyl)boronic acid FCCB(O)O